C1(=CC=CC=C1)C1=NC(=NC2=CC=C(C=C12)C1=CC=CC=C1)N1C2=C(C3=C4C(=CC=C13)SC1=C4C=CC=C1)C(C=1C=CC=CC12)(C)C 8-(4,6-diphenylquinazolin-2-yl)-13,13-dimethyl-8,13-dihydrobenzo[4,5]thieno[3,2-e]indeno[1,2-b]indole